C(=O)C=1N(C2=CC=CC=C2C1)CCC(=O)O 3-(2-formyl-1H-indol-1-yl)propionic acid